N-((2R,4R,6S)-2,6-dimethyltetrahydro-2H-pyran-4-yl)-3-(1-isopropyl-1H-pyrazol-3-yl)-1H-pyrazolo[4,3-c]pyridine-4-amine C[C@H]1O[C@H](CC(C1)NC1=NC=CC2=C1C(=NN2)C2=NN(C=C2)C(C)C)C